8-chloro-6-(2-fluorophenyl)-4H-benzo[f]imidazo[1,2-a][1,4]diazepine-2-carboxylic acid ClC=1C=CC2=C(C(=NCC=3N2C=C(N3)C(=O)O)C3=C(C=CC=C3)F)C1